1-methyl-2,3-dihydro-1H-pyrrolo[2,3-c]pyridine-5-carbonitrile CN1CCC=2C1=CN=C(C2)C#N